ClC1=CC=C(N=N1)N(C1C[C@H]2CC[C@@H](C1)N2C(=O)OC(C)(C)C)C tert-butyl (1R,3s,5S)-3-((6-chloropyridazin-3-yl)(methyl)amino)-8-azabicyclo[3.2.1]octane-8-carboxylate